BrC1=CC=CC=2C(C3=CC=CC=C3C12)(C1=CC=C(C=C1)C(C)(C)C)C1=CC=C(C=C1)C(C)(C)C 4-bromo-9,9-bis(4-(tert-butyl)phenyl)-9H-fluorene